C(C)C(C(=O)O)=O.C(C=O)(=O)O glyoxylate (ethyl glyoxylate)